(R)-3-(3-(6-(2-((6,7-Dihydro-5H-pyrazolo[5,1-b][1,3]oxazin-3-yl)amino)pyrimidin-4-yl)pyridin-2-yl)isoxazol-5-yl)-3-hydroxy-1-methylpyrrolidin-2-one N1=CC(=C2OCCCN21)NC2=NC=CC(=N2)C2=CC=CC(=N2)C2=NOC(=C2)[C@]2(C(N(CC2)C)=O)O